C(C)N1CCOCC1 n-Ethylmorpholin